1,3-dimethyl-benzimidazol-2-one hydrochloride Cl.CN1C(N(C2=C1C=CC=C2)C)=O